benzyl-isobutyl-malonic acid dibutyl ester C(CCC)OC(C(C(=O)OCCCC)(CC(C)C)CC1=CC=CC=C1)=O